2-(5-fluoro-2-methylpyridin-4-yl)-3-isopropyl-5-(1-((1-methyl-1H-1,2,4-triazol-3-yl)methyl)piperidin-4-yl)-1H-indole FC=1C(=CC(=NC1)C)C=1NC2=CC=C(C=C2C1C(C)C)C1CCN(CC1)CC1=NN(C=N1)C